trans-2,6-dichloro-3-(2,2-dichloro-3-(3-chloro-4-fluorophenyl)cyclopropane-1-carboxamido)-N-(2,4-difluorophenyl)benzamide ClC1=C(C(=O)NC2=C(C=C(C=C2)F)F)C(=CC=C1NC(=O)[C@@H]1C([C@H]1C1=CC(=C(C=C1)F)Cl)(Cl)Cl)Cl